(3aR,5S,6aS)-5-methylaminohexahydrocyclopenta[C]pyrrole-2(1H)-formic acid tert-butyl ester mesylate S(C)(=O)(=O)O.C(C)(C)(C)OC(=O)N1C[C@@H]2[C@H](C1)CC(C2)NC